C(#N)[C@H](C[C@H]1C(NCC1)=O)NC([C@@H](NC(=O)C1CCCCC1)CC(C)C)=O N-{(1S)-1-cyano-2-[(3S)-2-oxopyrrolidin-3-yl]ethyl}-N2-(cyclohexylcarbonyl)-L-leucinamide